3-azido-L-phenylalanine N(=[N+]=[N-])C=1C=C(C[C@H](N)C(=O)O)C=CC1